2-(1-tert-butyl-2-oxopyrrolidin-3-yl)-6-(4,4,5,5-tetramethyl-1,3,2-dioxaborolan-2-yl)-2,3-dihydro-1H-isoindol-1-one C(C)(C)(C)N1C(C(CC1)N1C(C2=CC(=CC=C2C1)B1OC(C(O1)(C)C)(C)C)=O)=O